6,7-dihydroxy-1,4-naphthoquinone OC=1C=C2C(C=CC(C2=CC1O)=O)=O